5-Amino-4-((2-(dimethylamino)ethyl(methyl)amino)-2-methoxyphenylamino)-4-(3-(difluoromethyl)bicyclo[1.1.1]pentan-1-ylamino)pyrimidine-5-carbonitrile NC1(C(N=CN=C1)(NC12CC(C1)(C2)C(F)F)N(C2=C(C=CC=C2)OC)N(C)CCN(C)C)C#N